4-[4-(1H-1,2,4-triazol-1-yl)methyl-1H-1,2,3-triazol-1-yl]methylbenzophenone N1(N=CN=C1)CC=1N=NN(C1)CC1=CC=C(C(=O)C2=CC=CC=C2)C=C1